CC1=C(C=CC(=C1)O[C@@H](C)C1=CC=CC=C1)C1=CC2=C(N=CN=C2C=2CCNCC2)N1 (S)-6-(2-methyl-4-(1-phenylethoxy)phenyl)-4-(1,2,3,6-tetrahydropyridin-4-yl)-7H-pyrrolo[2,3-d]pyrimidine